C(CCC)OC([C@H](C)NP(=O)(OC1=CC=CC2=CC=CC=C12)C(C1=CC2=C(SC(=C2)C(=O)O)C=C1)(F)F)=O 5-(((((S)-1-butoxy-1-oxopropan-2-yl)amino)(naphthalen-1-yloxy)phosphoryl)difluoromethyl)benzo[b]thiophene-2-carboxylic acid